(R)-3-Methyl-2-(6-((3,3,3-trifluoro-2-hydroxy-2-methylpropyl)amino)pyridazin-3-yl)-5-(trifluoromethyl)phenol HCl Cl.CC=1C(=C(C=C(C1)C(F)(F)F)O)C=1N=NC(=CC1)NC[C@@](C(F)(F)F)(C)O